Cl.N=1C(NC=C2C1CC1CCC2N1)=O (±)-3,5,6,7,8,9-hexahydro-2H-5,8-epiminocyclohepta[d]pyrimidin-2-one hydrochloride